C(C(C)C)C=1C=CC(=C(C1)N1CCN(CC1)CC1=NN(C=C1)C)C=1N=NNN1 1-[5-isobutyl-2-(2H-tetrazol-5-yl)phenyl]-4-[(1-methylpyrazol-3-yl)methyl]piperazine